Mercaptopropyltrimethoxysilan SCCC[Si](OC)(OC)OC